7-fluoro-N-(4-fluorobenzyl)-5-hydroxy-1,3,4,5-tetrahydrospiro[benzo[b]azepine-2,4'-piperidine]-1'-carboxamide FC1=CC2=C(NC3(CCN(CC3)C(=O)NCC3=CC=C(C=C3)F)CCC2O)C=C1